2,5-difluoro-1,4-phenylenediboronic acid FC1=C(C=C(C(=C1)B(O)O)F)B(O)O